P(=O)([O-])([O-])F.[V+5].[Na+] Sodium vanadium monofluorophosphate